FC(S(=O)(=O)N1C=NC2=CC3=C(CCN(CC3)C(=O)[O-])C=C21)(F)F 1-((trifluoromethyl) sulfonyl)-5,6,8,9-tetrahydroimidazo[4',5':4,5]benzo[1,2-d]azepine-7(1H)-carboxylate